trans-[(S)-3-(6-Methyl-pyridin-3-yl)-isoxazolidin-2-yl]-[4-(2-methyl-[1,2,4]triazolo[1,5-a]pyridin-7-ylmethyl)-cyclohexyl]-methanone CC1=CC=C(C=N1)[C@H]1N(OCC1)C(=O)[C@@H]1CC[C@H](CC1)CC1=CC=2N(C=C1)N=C(N2)C